OC1=CC=C(C=C1)N1SC2=C(C1=O)C=CC=C2 2-(4-hydroxyphenyl)benzo[d]isothiazol-3(2H)-one